(3-bromothiophen-2-yl)-N-methylthiazol-2-amine BrC1=C(SC=C1)C=1N=C(SC1)NC